ClC=1C=C(C=CC1F)NC(=NO)C1=NON=C1NCCCS(=O)(=O)C N-(3-chloro-4-fluorophenyl)-N'-hydroxy-4-((3-(methylsulfonyl)propyl)amino)-1,2,5-oxadiazole-3-carboxamidine